8-(pentan-3-yl)pyrido[2,3-d]pyrimidin-7(8H)-one CCC(CC)N1C(C=CC2=C1N=CN=C2)=O